NC=1C(=C(C=CC1F)NS(=O)(=O)CCC)Cl N-(3-amino-2-chloro-4-fluorophenyl)propane-1-sulfonamide